3-((4-(5-(chlorodifluoromethyl)-1,2,4-oxadiazol-3-yl)benzyl)amino)-4-(diethylamino)cyclobut-3-ene-1,2-dione ClC(C1=NC(=NO1)C1=CC=C(CNC=2C(C(C2N(CC)CC)=O)=O)C=C1)(F)F